Chloro-3-methyl-1-phenyl-1,2,4,5-tetrahydro-3-benzazepin-8-ol ClC1(CN(CCC2=C1C=C(C=C2)O)C)C2=CC=CC=C2